ClC=1N=NC(=C2C1N(N=C2)CCN[C@H]2CN(C[C@@H](C2)F)C)C2=C(C=C(C=C2)C(F)(F)F)OC (3R,5R)-N-(2-(7-chloro-4-(2-methoxy-4-(trifluoromethyl)phenyl)-1H-pyrazolo[3,4-d]pyridazine-1-yl)ethyl)-5-fluoro-1-methylpiperidin-3-amine